4'-((3-((4-fluorophenyl)sulfonamido)-4-hydroxyphenyl)carbamoyl)-[1,1'-biphenyl]-4-carboxylic acid FC1=CC=C(C=C1)S(=O)(=O)NC=1C=C(C=CC1O)NC(=O)C1=CC=C(C=C1)C1=CC=C(C=C1)C(=O)O